N1(CCCCC1)CCOC1=CC=C(C=C1)C=1C=NC=2N(C1)N=CC2C2=CC=NC=C2 6-[4-(2-piperidin-1-yl-ethoxy)-phenyl]-3-pyridin-4-yl-pyrazolo[1,5-a]pyrimidine